diethyl-butenedioic acid C(C)C(=C(C(=O)O)CC)C(=O)O